tert-butyl (3S,4R)-3-hydroxy-4-(3-iodo-1-methyl-1H-indazol-6-yl)piperidine-1-carboxylate O[C@@H]1CN(CC[C@@H]1C1=CC=C2C(=NN(C2=C1)C)I)C(=O)OC(C)(C)C